8-[[3,3-difluoro-1-(2-hydroxyethyl)-4-piperidyl]oxy]-4-[(2R)-3-(3,4-dihydro-1H-isoquinolin-2-yl)-2-hydroxy-propyl]-2,2-dimethyl-3H-pyrido[3,2-f][1,4]oxazepin-5-one FC1(CN(CCC1OC=1C=CC=2C(N(CC(OC2N1)(C)C)C[C@@H](CN1CC2=CC=CC=C2CC1)O)=O)CCO)F